4-Chloro-1-(2-(dimethylamino)ethyl)-1H-pyrrolo[2,3-b]pyridine-5-carboxamide ClC1=C2C(=NC=C1C(=O)N)N(C=C2)CCN(C)C